4-(1-(1-(2-chloroethyl)-7-fluoro-1H-indazol-5-yl)vinyl)phenol ClCCN1N=CC2=CC(=CC(=C12)F)C(=C)C1=CC=C(C=C1)O